3-[(4-bromophenyl)methyl]-3-fluoro-pyrrolidine-1-carboxylic acid tert-butyl ester C(C)(C)(C)OC(=O)N1CC(CC1)(F)CC1=CC=C(C=C1)Br